((2s,5s)-5-(8-amino-1-(4-(2,3-difluorophenoxy)phenyl)imidazo[1,5-a]pyrazin-3-yl)tetrahydro-2H-pyran-2-yl)methanol NC=1C=2N(C=CN1)C(=NC2C2=CC=C(C=C2)OC2=C(C(=CC=C2)F)F)[C@@H]2CC[C@H](OC2)CO